NC1=NN2C(C=C(C=C2)C=2C=C(C(=NC2)OC[2H])C(=O)NCC2=C(C=CC(=C2)OC(F)(F)F)F)=N1 5-{2-amino-[1,2,4]triazolo[1,5-a]pyridin-7-yl}-N-{[2-fluoro-5-(trifluoromethoxy)phenyl]methyl}-2-(deutero)methoxypyridine-3-carboxamide